C(CCC)NC(=O)C1=CC=C(C=C1)B(O)O 4-(BUTYLAMINOCARBONYL)PHENYLBORONIC ACID